FC=1C=C2C(=CNC2=CC1)CC(CCCC)NC(=O)C1=CC2=C(S1)C=C(C=C2)N2CCN(CC2)C N-(1-(5-fluoro-1H-indol-3-yl)hexan-2-yl)-6-(4-methylpiperazin-1-yl)benzo[b]thiophene-2-carboxamide